C1(=CC=CC=C1)[C@H](C)N1C=NC(=C1)C=O {1-[(1S)-1-phenylethyl]-1H-imidazol-4-yl}methanone